ClC1=C(C(=O)NCC2=CC=C(C=C2)F)C=C(C(=C1)Cl)C#N 2,4-dichloro-5-cyano-N-[(4-fluorophenyl)methyl]benzamide